tetradecyldimethylbenzyl-amine theophylline salt N1(C)C(=O)N(C)C=2N=CNC2C1=O.C(CCCCCCCCCCCCC)C(C1=CC=CC=C1)N(C)C